Cl.ClC1=NC2=CC(=C(C=C2N=C1N1CCNCC1)C)C 2-chloro-6,7-dimethyl-3-piperazin-1-yl-quinoxaline hydrochloride